CC=1C(C(CCC1C)(C)C)C(=O)[O-] 2,3,6,6-tetramethyl-2-cyclohexenecarboxylate